ClC1=C(C(=O)N[C@H]2[C@H]3CC[C@@H](C2)N3C#N)C=CC(=C1)C=1C=CC=C3C=NN(C13)C 2-chloro-N-((1R,2R,4S)-7-cyano-7-azabicyclo[2.2.1]heptan-2-yl)-4-(1-methyl-1H-indazol-7-yl)benzamide